C1(CC1)C(C)C1=C(C(=CC=C1)C(CC)SCC)O 2-(1-cyclopropylethyl)-6-(1-(ethylthio)propyl)phenol